C(CCC)C(C(=O)O)(CCCCCCC)CC butyl-ethyl-nonanoic acid